4-(aminomethyl)-N,N-dimethylaniline NCC1=CC=C(N(C)C)C=C1